CSC#N Methyl Thiocyanate